C(C)(=O)N1CCN(CC1)CC=1C=C2CCCN(C2=NC1C=O)C(=O)NC1=NC=C(C(=C1)OC(C)C)C#N 6-((4-acetylpiperazin-1-yl)methyl)-N-(5-cyano-4-isopropoxypyridin-2-yl)-7-formyl-3,4-dihydro-1,8-naphthyridine-1(2H)-carboxamide